FC1=C(C=C(C=C1)F)[C@@H]1N(OCC1)C1=CC(=NC=N1)NC=1C(=CC(=C(C1)NC(C=C)=O)N1C[C@H](CC1)N(C)C)OC N-(5-((6-((R)-3-(2,5-difluorophenyl)isoxazolidine-2-yl)pyrimidine-4-yl)amino)-2-((S)-3-(dimethylamino)pyrrolidine-1-yl)-4-methoxyphenyl)acrylamide